(2S,4S)-4-amino-5-(2'-fluorobiphenyl-4-yl)-2-hydroxymethylpentanoic acid ethyl ester C(C)OC([C@@H](C[C@@H](CC1=CC=C(C=C1)C1=C(C=CC=C1)F)N)CO)=O